C[Si](CCOCN1N=C(C=C1)C(C)S(=O)(=O)C)(C)C trimethyl-[2-[[3-(1-methylsulfonylethyl)pyrazol-1-yl]methoxy]ethyl]silane